CN(C(CN1N=CC(=C1)[N+](=O)[O-])=O)C1=CC=C(C=C1)OC1=CC=C(C=C1)C N-methyl-N-[4-(4-methylphenoxy)phenyl]-2-(4-nitropyrazol-1-yl)acetamide